N1=CC=C2C=CC=3C(=C12)C=CC=CN3 AZEPINOINDOLE